(6-(3-cyanopyrrolo[1,2-b]pyridazin-7-yl)-4-((tetrahydro-2H-pyran-4-yl)amino)pyridin-3-yl)boronic acid C(#N)C1=CC=2N(N=C1)C(=CC2)C2=CC(=C(C=N2)B(O)O)NC2CCOCC2